1-(3-(1-aminoethyl)-2-fluorophenyl)-1,1-difluoro-2-methylpropan-2-ol hydrochloride Cl.NC(C)C=1C(=C(C=CC1)C(C(C)(O)C)(F)F)F